(4-methylpiperazin-1-yl)-1,7-naphthyridin CN1CCN(CC1)C1=NC2=CN=CC=C2C=C1